ethyl 4-cyclopropyl-2-[3-[3,5-dimethyl-1-(2,2,2-trifluoroethyl)pyrazol-4-yl]pyrazolo[1,5-a]pyridin-5-yl]thiazole-5-carboxylate C1(CC1)C=1N=C(SC1C(=O)OCC)C1=CC=2N(C=C1)N=CC2C=2C(=NN(C2C)CC(F)(F)F)C